ClC=1C=C(NC2=NC(=NC=C2C=O)SC)C=CC1 4-(3-chloroanilino)-2-methylsulfanyl-pyrimidine-5-carbaldehyde